2-(4-methoxyphenyl)-1,3-butadiene COC1=CC=C(C=C1)C(=C)C=C